N-(cyclohexylthio)maleimide C1(CCCCC1)SN1C(C=CC1=O)=O